C(C)OC1=CC=C(C=C1)C=1C(=NC=NC1)C1=CC(=C(C(=C1)OC)OC)OC 5-(4-ethoxyphenyl)-4-(3,4,5-trimethoxyphenyl)pyrimidine